4-(4-amino-2-fluoro-5-(methoxy-d3)phenyl)-7-(1H-pyrazol-4-yl)isoxazolo[4,5-c]pyridine-3-amine hydrochloride Cl.NC1=CC(=C(C=C1OC([2H])([2H])[2H])C1=NC=C(C2=C1C(=NO2)N)C=2C=NNC2)F